6-[[3-(2,2-difluoroethoxy)-5-fluoro-2-pyridyl]oxy]-N-(3,3-difluoro-1-methyl-cyclobutyl)-3-methyl-imidazo[1,2-a]pyridine-2-carboxamide FC(COC=1C(=NC=C(C1)F)OC=1C=CC=2N(C1)C(=C(N2)C(=O)NC2(CC(C2)(F)F)C)C)F